tert-butyl 3-(3-chloro-2-methyl-5-((phenoxycarbonyl)amino)phenoxy)pyrrolidine-1-carboxylate ClC=1C(=C(OC2CN(CC2)C(=O)OC(C)(C)C)C=C(C1)NC(=O)OC1=CC=CC=C1)C